CN1C=NC2=C(C1=O)C=C(C=N2)C2=CC=CC=1N2N=CC1C(=O)N1CCCCC1 3-methyl-6-(3-(piperidine-1-carbonyl)pyrazolo[1,5-a]pyridin-7-yl)pyrido[2,3-d]pyrimidin-4(3H)-one